2,7-Diaza-spiro[4.5]decane C1NCCC12CNCCC2